N-(2-(1-(cyclobutylmethyl)-1H-pyrazol-3-yl)phenyl)-4-(2-(piperidin-1-yl)ethoxy)benzamide C1(CCC1)CN1N=C(C=C1)C1=C(C=CC=C1)NC(C1=CC=C(C=C1)OCCN1CCCCC1)=O